NC1=C(OC2C3C4=C(C2CC3)C=C(C=C4)OC4=C(C=C(C=C4)C(F)(F)F)N)C=CC(=C1)C(F)(F)F 3,6-bis(2-amino-4-trifluoromethylphenoxy)benzonorbornene